2-{[8-(6-hydroxypyridin-3-yl)-3-oxo-1H,2H,3H-benzo[e]isoindol-2-yl]methyl}prop-2-enamide OC1=CC=C(C=N1)C=1C=CC2=C(C=3CN(C(C3C=C2)=O)CC(C(=O)N)=C)C1